[(E)-[2-(trifluoromethyl)phenyl]methyleneamino]2,6-bis[(4,6-dimethoxypyrimidin-2-yl)oxy]benzoate FC(C1=C(C=CC=C1)\C=N\C=1C(=C(C(=O)[O-])C(=CC1)OC1=NC(=CC(=N1)OC)OC)OC1=NC(=CC(=N1)OC)OC)(F)F